3-(2,2-difluoro-1-hydroxyethyl)-[1,1'-biphenyl]-2-ol FC(C(O)C1=C(C(=CC=C1)C1=CC=CC=C1)O)F